azetidin-1-yl{8-[(2,6-dimethylbenzyl)amino]-2,3-dimethylimidazo[1,2-a]pyridine-6-one} N1(CCC1)C1C(C=C(C=2N1C(=C(N2)C)C)NCC2=C(C=CC=C2C)C)=O